4-hydroxy-N,1-dimethyl-2-oxo-N-phenyl-3-quinolinecarboxamide OC1=C(C(N(C2=CC=CC=C12)C)=O)C(=O)N(C1=CC=CC=C1)C